FC=1C=C(C=C(C1N1CC2(COC2)C1)F)N1C(O[C@H](C1)CNC(=O)C1CCC1)=O (S)-N-((3-(3,5-difluoro-4-(2-oxa-6-azaspiro[3.3]hept-6-yl)phenyl)-2-oxo-oxazolidin-5-yl)methyl)cyclobutanecarboxamide